1-(6Z,9Z,12Z,15Z-octadecatetraenoyl)-2-(5Z,8Z,11Z,14Z,17Z-eicosapentaenoyl)-glycero-3-phosphocholine CC/C=C\C/C=C\C/C=C\C/C=C\CCCCC(=O)OC[C@H](COP(=O)([O-])OCC[N+](C)(C)C)OC(=O)CCC/C=C\C/C=C\C/C=C\C/C=C\C/C=C\CC